4-fluoro-benzeneboronic acid FC1=CC=C(C=C1)B(O)O